5-fluoro-4-methyl-8-(((1S,4R)-4-(4-methyl-7H-pyrrolo[2,3-d]pyrimidin-7-yl)cyclopent-2-en-1-yl)oxy)-3,4-dihydroisoquinoline-2(1H)-carboxylic acid tert-butyl ester C(C)(C)(C)OC(=O)N1CC2=C(C=CC(=C2C(C1)C)F)O[C@@H]1C=C[C@@H](C1)N1C=CC2=C1N=CN=C2C